(E)-3-butoxy-3-oxoprop-1-en C(CCC)OC(C=C)=O